3-(2,4-dimethylbenzenesulfonyl)-7-hydroxy-8-{6-methyl-2,6-diazaspiro[3.3]heptan-2-yl}-4H,5H-[1,2,3]triazolo[1,5-a]quinazolin-5-one CC1=C(C=CC(=C1)C)S(=O)(=O)C=1N=NN2C1NC(C1=CC(=C(C=C21)N2CC1(C2)CN(C1)C)O)=O